C(C)S(=O)(=O)OCCCCCCOC1=C2C(=NN=C(C2=CC(=C1)N1CCOCC1)N[C@H](C)C=1C=C(C=CC1)C(C1CCN(CC1)C(=O)OC(C)(C)C)(F)F)C tert-butyl (R)-4-((3-(1-((5-((6-((ethylsulfonyl)oxy)hexyl)oxy)-4-methyl-7-morpholinophthalazin-1-yl)amino)ethyl)phenyl)difluoromethyl)piperidine-1-carboxylate